2-(1,3-dioxolan-2-yl)-6-(2,4,6-tricyclohexylphenyl)pyridine O1C(OCC1)C1=NC(=CC=C1)C1=C(C=C(C=C1C1CCCCC1)C1CCCCC1)C1CCCCC1